(Z)-hex-3-en-1-yl 2-((2-(((Z)-hex-3-en-1-yl)oxy)-2-phenylvinyl)oxy)benzoate C(C\C=C/CC)OC(=COC1=C(C(=O)OCC\C=C/CC)C=CC=C1)C1=CC=CC=C1